(3R)-3-amino-7-(5-tert-butyl-1,3,4-thiadiazol-2-yl)-5-[(4-chlorophenyl)methyl]-8-fluoro-1,1-dioxo-2,3-dihydro-1λ6,5-benzothiazepin-4-one N[C@H]1CS(C2=C(N(C1=O)CC1=CC=C(C=C1)Cl)C=C(C(=C2)F)C=2SC(=NN2)C(C)(C)C)(=O)=O